CN(CCOC1=C(C=C(C=C1)B1OC(C(O1)(C)C)(C)C)NC(C=C)=O)C N-(2-(2-(dimethylamino)ethoxy)-5-(4,4,5,5-tetramethyl-1,3,2-dioxaborolan-2-yl)phenyl)acrylamide